C1(CC1)CN1CC(CCC1)C(=O)C1=CC2=C(C(=NO2)C)C=C1 (1-(cyclopropylmethyl)piperidin-3-yl)(3-methylbenzo[d]isoxazol-6-yl)methanone